N=1C=CN2C1CN(CC2)C(=O)C=2N=C1N(C=CC=C1C1=C(C=CC=C1)OCC(F)(F)F)C2 (5,6-dihydroimidazo[1,2-a]pyrazin-7(8H)-yl)(8-(2-(2,2,2-trifluoroethoxy)phenyl)imidazo[1,2-a]pyridin-2-yl)methanone